(2S)-2-amino-2-cyclobutaneN NC=1CCC1